C(C1=CC=CC=C1)OC(=O)N[C@H](C(=O)OCC1=CC=CC=C1)CCC(=O)N1CCC(CC1)N(C(=O)NCC1=CC=C(C=C1)OCC(C)C)CC1=CC=C(C=C1)F benzyl (S)-2-(((benzyloxy) carbonyl) amino)-5-(4-(1-(4-fluorobenzyl)-3-(4-isobutoxybenzyl)ureido)piperidin-1-yl)-5-oxopentanoate